t-butyl hypobromite BrOC(C)(C)C